C(CCCCCC)N 1-heptylamine